Cl.ClC=1C(=C(C=CC1)C=1CCCC2=C(C1C1=CC=C(C=C1)CC1CN(CC1)CCCF)C=CC(=C2)C(=O)O)C(F)(F)F 8-(3-chloro-2-(trifluoromethyl)phenyl)-9-(4-((1-(3-fluoropropyl)pyrrolidin-3-yl)methyl)phenyl)-6,7-dihydro-5H-benzo[7]annulene-3-carboxylic acid hydrochloride